FC1(CCN(CCC1)C1=NC2=CC(=CC=C2C=C1C(=O)NC=1C=C(SC1C)C(=O)OC)F)F methyl 4-(2-(4,4-difluoroazepan-1-yl)-7-fluoroquinoline-3-carboxamido)-5-methylthiophene-2-carboxylate